tert-butyl 4-({[(3S)-5-fluoro-7-hydroxy-6-(1,1,4-trioxo-1λ6,2,5-thiadiazolidin-2-yl)-3,4-dihydro-2H-1-benzothiopyran-3-yl] amino} methyl)piperidine-1-carboxylate FC1=C(C(=CC2=C1C[C@@H](CS2)NCC2CCN(CC2)C(=O)OC(C)(C)C)O)N2S(NC(C2)=O)(=O)=O